7-ethyl-2-(5-Fluoropyridin-3-yl)-N-[2-(6-methoxy-1H-indol-3-yl)ethyl]-5H,6H,7H,8H,9H-pyrimido[4,5-d]azepin-4-amine C(C)N1CCC2=C(CC1)C(=NC(=N2)C=2C=NC=C(C2)F)NCCC2=CNC1=CC(=CC=C21)OC